(R)-ethyl 2-(5-(trifluoromethyl)-4,5,6,7-tetrahydro-1H-benzo[d]imidazol-2-yl)isoindoline-4-carboxylate FC([C@H]1CC2=C(NC(=N2)N2CC=3C=CC=C(C3C2)C(=O)OCC)CC1)(F)F